C(C)(C)(C)OC(=O)N1CCC(CC1)NC1=CC=C(C=C1)Br tert-Butyl-4-((4-bromophenyl)amino)piperidine-1-carboxylate